2-(2-chloro-6-(methoxymethoxy)-4-(trifluoromethyl)phenyl)-4,4,5,5-tetramethyl-1,3,2-dioxaborolane ClC1=C(C(=CC(=C1)C(F)(F)F)OCOC)B1OC(C(O1)(C)C)(C)C